2-bromo-2-(2-chloropyrimidin-4-yl)-1-(4-fluorophenyl)ethan-1-one BrC(C(=O)C1=CC=C(C=C1)F)C1=NC(=NC=C1)Cl